tert-butyl-isopropyl-benzene 2-benzyl-2-azaspiro[3.3]heptan-6-yl-(2R,6S)-4-[5-(3-fluoro-2-hydroxypropoxy)pyrimidin-2-yl]-2,6-dimethyl-piperazine-1-carboxylate C(C1=CC=CC=C1)N1CC2(C1)CC(C2)OC(=O)N2[C@@H](CN(C[C@@H]2C)C2=NC=C(C=N2)OCC(CF)O)C.C(C)(C)(C)C2=C(C=CC=C2)C(C)C